6-benzyl-2-methyl-N-((5-methylfuran-2-yl)methyl)-5-oxo-5,6-dihydro-1,6-naphthyridine-3-carboxamide C(C1=CC=CC=C1)N1C(C=2C=C(C(=NC2C=C1)C)C(=O)NCC=1OC(=CC1)C)=O